S(=O)(=O)=S(=O)([O-])[O-].FC(F)F.FC(F)F.[Zn+2] zinc bistrifluoromethane sulfonyl-sulfite